(R)-1-((4-((2-chloro-[1,1'-biphenyl]-3-yl)amino)thiazolo[4,5-c]pyridin-2-yl)methyl)pyrrolidin-3-ol ClC1=C(C=CC=C1NC1=NC=CC2=C1N=C(S2)CN2C[C@@H](CC2)O)C2=CC=CC=C2